(E)-1-[4-(4,5-Dihydro-1,3-oxazol-2-ylmethoxy)phenyl]-3-(4-hydroxyphenyl)prop-2-en-1-one O1C(=NCC1)COC1=CC=C(C=C1)C(\C=C\C1=CC=C(C=C1)O)=O